4-chloro-2-(1,3-dithian-2-yl)phenyl cinnamate C(C=CC1=CC=CC=C1)(=O)OC1=C(C=C(C=C1)Cl)C1SCCCS1